C(C)(C)(C)[C@]12N([C@@H](C[C@@]2(C1)CN)C(NC1=NC(=CC=C1C1CC1)Br)=O)C(=O)O.C(C(CCCCCC)O)O 1,2-octanediol (1R,3S,5R)-tert-Butyl-5-(aminomethyl)-3-((6-bromo-3-cyclopropylpyridin-2-yl)carbamoyl)-2-azabicyclo[3.1.0]hexane-2-carboxylate